6-tert-butyl-9-[1-(1-ethoxy-2-methyl-1-oxopropan-2-yl)-6-oxo-1,6-dihydropyridin-3-yl]-10-methoxy-2-oxo-6,7-dihydro-2H-pyrido[2,1-a]isoquinoline-3-carboxylic acid ethyl ester C(C)OC(=O)C=1C(C=C2N(C(CC3=CC(=C(C=C23)OC)C2=CN(C(C=C2)=O)C(C(=O)OCC)(C)C)C(C)(C)C)C1)=O